ClC=1C(=C(C(=CC1)C(F)F)C1=CN=C(C(=N1)C(=O)N)C)F 6-(3-chloro-6-(difluoromethyl)-2-fluorophenyl)-3-methylpyrazine-2-carboxamide